N-(4-(1H-imidazol-5-yl)phenyl)-2-chloro-N-(2-((4,4-difluorocyclohexyl)amino)-2-oxo-1-(pyrimidin-5-yl)ethyl)acetamide N1C=NC=C1C1=CC=C(C=C1)N(C(CCl)=O)C(C(=O)NC1CCC(CC1)(F)F)C=1C=NC=NC1